O=C1NN=CC2=C(C=CC=C12)N1N=CC(=C1C(F)(F)F)C(=O)NC1=CC(=NC=C1)C(F)(F)F 1-(1-oxo-1,2-dihydro-phthalazin-5-yl)-5-(trifluoromethyl)-N-[2-(trifluoromethyl)pyridin-4-yl]-1H-pyrazole-4-carboxamide